(R)-3-bromo-4-((1-cyclopropyl-3-hydroxypropyl)amino)-1-methyl-6-nitroquinolin-2(1H)-one BrC=1C(N(C2=CC=C(C=C2C1N[C@H](CCO)C1CC1)[N+](=O)[O-])C)=O